distearyltin C(CCCCCCCCCCCCCCCCC)[Sn]CCCCCCCCCCCCCCCCCC